CN(C=1SC2=C(N1)OCC=1C=C(C=CC12)N1C=CC=C1)C1CC(NC(C1)(C)C)(C)C N-methyl-7-(1H-pyrrol-1-yl)-N-(2,2,6,6-tetramethylpiperidin-4-yl)-5H-isochromeno[3,4-d]thiazol-2-amine